NC1=C2N=CN(C2=NC=N1)C[C@@H](C)OCP(OCCSCCCCCCCCCCCC#CC1CCCCC1)(O)=O 2-((13-cyclohexyltridec-12-yn-1-yl)thio)ethyl hydrogen ((((R)-1-(6-amino-9H-purin-9-yl)propan-2-yl)oxy)methyl)phosphonate